C1(CC1)C1=C(CNC=2C=NC=CC2C(=O)O)C=CC=C1 3-[(2-cyclopropylbenzyl)amino]pyridine-4-carboxylic acid